C1=CC=CC2=CC3=CC=CC=C3C(=C12)CN1CCCN2CCCC12 5-(anthracene-9-yl-methyl)-1,5-diazabicyclo[4.3.0]nonane